C(CCC)NC(=O)C1=CN=C2N(C1=O)C=CC(=C2O)C=2C(=NOC2C)C N-butyl-8-(3,5-dimethylisoxazol-4-yl)-9-hydroxy-4-oxo-4H-pyrido[1,2-a]pyrimidine-3-carboxamide